ethyl acetate (tricyclodecenyl acetate) C1(=CCCCCCCCC1)C(C(=O)O)(C1=CCCCCCCCC1)C1=CCCCCCCCC1.C(C)(=O)OCC